S(=O)(C1=CC=C(C=C1)N)(=O)[O-].C[N+](C)(C)C tetramethylammonium sulfanilate